N-(6-Bromo-2-ethyl-7-fluoro-imidazo[1,2-a]pyridin-3-yl)-formamide BrC=1C(=CC=2N(C1)C(=C(N2)CC)NC=O)F